S1C=NC2=C1C=CC(=C2)C2=C(C(=CC=C2)C#N)NC(=O)N2CCC(CC2)(C)C2=NOC(=N2)[C@H]2[C@H](C2)F N-(2-(benzo[d]thiazol-5-yl)-6-cyanophenyl)-4-(5-((1S,2S)-2-fluorocyclopropyl)-1,2,4-oxadiazol-3-yl)-4-methylpiperidine-1-carboxamide